bis(2-butyloctyl) 10-[[1-[2-[tert-butyl(dimethyl)silyl]oxyethyl]-4-piperidyl]methylamino]nonadecanedioate [Si](C)(C)(C(C)(C)C)OCCN1CCC(CC1)CNC(CCCCCCCCC(=O)OCC(CCCCCC)CCCC)CCCCCCCCC(=O)OCC(CCCCCC)CCCC